3,6-bis(2'-methyl-mercaptoethyl)-2,5-diketopiperazine CC(CC1C(NC(C(N1)=O)CC(C)S)=O)S